1-pentyl-1H-pyrazol-4-aminium chloride [Cl-].C(CCCC)N1N=CC(=C1)[NH3+]